FC=1C=C(C=C(C1F)C=1N=NC(=CC1)NC1C[C@@H]2[C@@H](CN(C2)CC2CCOCC2)C1)NC(=O)C1(CC1)F N-(3,4-difluoro-5-(6-(((3aR,5s,6aS)-2-((tetrahydro-2H-pyran-4-yl)methyl)octahydrocyclopenta[c]pyrrol-5-yl)amino)pyridazin-3-yl)phenyl)-1-fluorocyclopropane-1-carboxamide